N-((3R,5R)-1-cyano-5-methylpyrrolidin-3-yl)-5-(3-cyanophenyl)-1,3,4-oxadiazole-2-carboxylic acid C(#N)N1C[C@@H](C[C@H]1C)N1C(OC(=N1)C1=CC(=CC=C1)C#N)C(=O)O